N-(4-(2-(2-Aminopyridin-3-yl)-3H-imidazo[4,5-b]pyridin-3-yl)benzyl)-3-formyl-4-hydroxybenzamide NC1=NC=CC=C1C1=NC=2C(=NC=CC2)N1C1=CC=C(CNC(C2=CC(=C(C=C2)O)C=O)=O)C=C1